4-(2-chloro-3,4-difluorophenyl)-2-(thiazol-2-yl)-1,4-dihydropyrimidine-5-carboxylate ClC1=C(C=CC(=C1F)F)C1N=C(NC=C1C(=O)[O-])C=1SC=CN1